2-(4-isopropylphenyl)-4-(1-naphthyl)imidazole tert-butyl-((5R,6S)-5-(3-bromo-2-fluorobenzyl)-3-isopropyl-4-oxo-3,4,5,6,7,8-hexahydroquinazolin-6-yl)carbamate C(C)(C)(C)N(C(O)=O)[C@@H]1[C@@H](C=2C(N(C=NC2CC1)C(C)C)=O)CC1=C(C(=CC=C1)Br)F.C(C)(C)C1=CC=C(C=C1)C=1NC=C(N1)C1=CC=CC2=CC=CC=C12